Tert-butyl 7-(5-((1-(2,6-dioxopiperidin-3-yl)-3-methyl-2-oxo-2,3-dihydro-1H-benzo[d]imidazol-5-yl)ethynyl)pyrimidin-2-yl)-6-oxo-2,7-diazaspiro[4.4]nonane-2-carboxylate O=C1NC(CCC1N1C(N(C2=C1C=CC(=C2)C#CC=2C=NC(=NC2)N2C(C1(CCN(C1)C(=O)OC(C)(C)C)CC2)=O)C)=O)=O